1-{4-[3-(methoxymethyl)-[1,2,4]triazolo[4,3-a]pyridin-6-yl]benzenesulfonyl}-N-[4-(trifluoromethoxy)phenyl]piperidin-4-amine COCC1=NN=C2N1C=C(C=C2)C2=CC=C(C=C2)S(=O)(=O)N2CCC(CC2)NC2=CC=C(C=C2)OC(F)(F)F